BrCC1=C(C=CC(=C1F)F)OC(C)C 2-(bromomethyl)-3,4-difluoro-1-isopropoxybenzene